OC1(CCNCC1)CCC1CCN(CC1)NC(OC(C)(C)C)=O tert-butyl (4-(2-(4-hydroxypiperidin-4-yl)ethyl)piperidin-1-yl)carbamate